CCCCCCCCCCCCCCCCCC(=O)N(C)CCS(=O)(=O)[O-].[Na+] Sodium N-stearoyl-N-methyl taurate